5-(1-(2,2-difluoroethyl)-1H-benzo[d][1,2,3]triazol-6-yl)-6-fluoro-N-((3S,4R)-3-fluoro-1-(oxetan-3-yl)piperidin-4-yl)-4-methoxypyrrolo[2,1-f][1,2,4]triazin-7-d-2-amine FC(CN1N=NC2=C1C=C(C=C2)C=2C(=C(N1N=C(N=C(C12)OC)N[C@H]1[C@H](CN(CC1)C1COC1)F)[2H])F)F